ClC=1C=C(C=CC1C)NC(CCC=1C=C2C(=NC1)CN(C2=O)C2C(NC(CC2)=O)=O)=O N-(3-chloro-4-methylphenyl)-3-[6-(2,6-dioxo-hexahydropyridin-3-yl)-5-oxo-6,7-dihydro-5H-pyrrolo[4,3-b]pyridin-3-yl]propionamide